NC=1C(=NC(=C(N1)C=1OC=CN1)C1=CN(C(C=C1)=O)C[C@@H](C)O)C(=O)NCC1=C(C=CC=C1F)F (R)-3-amino-N-(2,6-difluorobenzyl)-6-(1-(2-hydroxypropyl)-6-oxo-1,6-dihydropyridin-3-yl)-5-(oxazol-2-yl)pyrazine-2-carboxamide